O1CCN(CC1)C(CCC(=O)O)=O 4-morpholino-4-oxo-butyric acid